FC1=CC(=C(C=C1)C1=C(C2=C(C=3C=CN(C3C=C2)S(=O)(=O)C2=CC=C(C)C=C2)CCC1)C1=CC=C(C=C1)CC1CN(C1)CCCF)C 7-(4-fluoro-2-methylphenyl)-6-(4-((1-(3-fluoropropyl)azetidin-3-yl)methyl)phenyl)-3-tosyl-3,8,9,10-tetrahydrocyclohepta[e]indole